1-Benzyl-3-(2-(2-iodophenoxy)ethyl)pyridin-1-ium C(C1=CC=CC=C1)[N+]1=CC(=CC=C1)CCOC1=C(C=CC=C1)I